C(C)(C)(C)OC(=O)N1[C@H](CN(CC1)C1=NC(=NC(=C1[N+](=O)[O-])CC1(CCCC2=C(C=C(C=C12)Cl)Cl)C(=O)OC)Cl)CC#N (2S)-4-(2-chloro-6-((5,7-dichloro-1-(methoxycarbonyl)-1,2,3,4-tetrahydronaphthalen-1-yl)methyl)-5-nitropyrimidin-4-yl)-2-(cyanomethyl)piperazine-1-carboxylic acid tert-butyl ester